OC1=CC=C(C=C1)C1=NC2=C(N=CN2)C=C1 5-(4-(hydroxy)phenyl)-4-azabenzimidazole